7-(3-nitrophenyl)pyrazolo[1,5-a]pyrimidine-3-nitrile [N+](=O)([O-])C=1C=C(C=CC1)C1=CC=NC=2N1N=CC2C#N